C([C@@H]1[C@@H]([C@@H]([C@H]([C@@H](O1)O[C@@H]2[C@H](OC([C@H]([C@H]2O)O)O)CO)O)O)O)O The molecule is a glycosylmannose comprising a beta-D-galactopyranose residue in (1->4) linkage with D-mannopyranose; which can inhibit Leishmania major glycoinositol phospholipid binding by sera from patients with acute cutaneous leishmaniasis.